C(C1=CC=CC=C1)NC(=O)C1CC(C1)OC (1S,3s)-N-benzyl-3-methoxycyclobutanecarboxamide